C(=O)C12CC(C1)(C2)N2C(N1[C@H](CNCC1)C2)=O (R)-2-(3-Formylbicyclo[1.1.1]pentan-1-yl)-3-oxohexahydroimidazo[1,5-a]pyrazine